Cl.C(C)N(CCCCOC(C(CO)O)C(CO)O)CC 3-(4-(diethylamino)butoxy)pentane-1,2,4,5-tetraol hydrochloride salt